diphenyl-(4-tert-butylphenyl)sulfonium C1(=CC=CC=C1)[S+](C1=CC=C(C=C1)C(C)(C)C)C1=CC=CC=C1